C(C)(C)(C)C1=NN(C(=C1)NC(=O)C1=CSC=2CN(CCC21)C(=O)C2=CN=C1N2C=CC=C1)C1=CC=CC=C1 N-(3-(Tert-butyl)-1-phenyl-1H-pyrazol-5-yl)-6-(imidazo[1,2-a]pyridin-3-carbonyl)-4,5,6,7-tetrahydrothieno[2,3-c]pyridin-3-carboxamid